C(C)C=1C(NC2=CC(=CN=C2C1)CN1CCN(CC1)C=1C=C2CCNC(C2=CC1)=C=O)=O 3-ethyl-7-((4-(1-carbonyl-1,2,3,4-tetrahydroisoquinolin-6-yl)piperazin-1-yl)methyl)-1,5-naphthyridin-2(1H)-one